C(C1=CC=CC=C1)OC=1C(=C(NC2=CC(=C(C=C2)F)C)C=CC1)C#CC(C)C 3-benzyloxy-N-(4-fluoro-3-methyl-phenyl)-2-(3-methylbut-1-ynyl)aniline